CC1CSSC1 2-methyl-1,3-propylene disulfide